ClC=1C=C2C(C(NC2=CC1)=O)=NN=C1SCC(N1C1=CC(=CC=C1)C(C)C)=O 5-chloro-3-(2-(3-(3-isopropylphenyl)-4-oxo-thiazolidine-2-ylidene)hydrazono)indol-2-one